ethyl (5S)-2-[(3,3-difluorocyclobutanecarbonyl)amino]-5-[3-[[5-(difluoromethyl)-2-methyl-pyrazol-3-yl]amino]-1,2,4-triazol-4-yl]-4,5,6,7-tetrahydrobenzothiophene-3-carboxylate FC1(CC(C1)C(=O)NC=1SC2=C(C1C(=O)OCC)C[C@H](CC2)N2C(=NN=C2)NC=2N(N=C(C2)C(F)F)C)F